N1(N=CN=C1)CC=1C=C(C(=O)N2CCC3(C(C3)CNC(=O)C3=CC=4C(=CN=CC4)O3)CC2)C=CC1 N-[[6-[3-(1,2,4-triazol-1-ylmethyl)benzoyl]-6-azaspiro[2.5]octan-2-yl]methyl]furo[2,3-c]pyridine-2-carboxamide